3-chloro-N-[1-[3-(1-isopropyl-1,2,4-triazol-3-yl)pyrazin-2-yl]ethyl]-5-methyl-sulfonyl-benzamide ClC=1C=C(C(=O)NC(C)C2=NC=CN=C2C2=NN(C=N2)C(C)C)C=C(C1)S(=O)(=O)C